ClC=1C=CC2=C(N=C(O2)C2CC3(CC(C3)NC(=O)C=3OC(=CC3)CS(=O)C3CC3)C2)C1 N-[6-(5-chloro-1,3-benzoxazol-2-yl)spiro[3.3]heptan-2-yl]-5-(cyclopropylsulfinylmethyl)furan-2-carboxamide